pyrrolo[3,2-b]pyrazine-6,7-dicarbonitrile N1=C2C(=NC=C1)NC(=C2C#N)C#N